C(C)(=O)C1=C(C(=C(C=C1)NC(C)=O)[N+](=O)[O-])O N-(4-acetyl-3-hydroxy-2-nitrophenyl)acetamide